BrC1=CC2=C(C(CO2)NC(C)=O)C(=C1)F N-(6-bromo-4-fluoro-2,3-dihydrobenzofuran-3-yl)acetamide